C1(CCCC2=CC=CC=C12)C(=O)N1CCC2(CC(NC2=O)=O)CC1 8-(1,2,3,4-tetrahydronaphthalene-1-carbonyl)-2,8-diazaspiro[4.5]decane-1,3-dione